((S)-S-(difluoromethyl)sulfonimidoyl)-N-((2-(2-((cis)-2,6-dimethylmorpholino)pyrimidin-4-yl)-1,6-naphthyridin-7-yl)methyl)benzamide FC([S@](=O)(=N)C1=C(C(=O)NCC2=NC=C3C=CC(=NC3=C2)C2=NC(=NC=C2)N2C[C@@H](O[C@@H](C2)C)C)C=CC=C1)F